3-hydroxybutanesulfonic acid sodium salt [Na+].OC(CCS(=O)(=O)[O-])C